FC1=CC=C(COC2=CC=C(OC[C@@H]3OC3)C=C2)C=C1 (R)-2-((4-((4-fluorobenzyl)oxy)phenoxy)methyl)oxirane